NCCCO[Si](OC)(OC)CCCN Aminoethyl-aminopropyltrimethoxysilane